ethyl 4-{2-[(4-{[6-(5-chloro-2-fluorophenyl)-3-methylpyridazin-4-yl]amino}pyridin-2-yl)carbamoyl]ethyl}-1-methylpiperazine-2-carboxylate ClC=1C=CC(=C(C1)C1=CC(=C(N=N1)C)NC1=CC(=NC=C1)NC(=O)CCN1CC(N(CC1)C)C(=O)OCC)F